BrC=1N=CC(=NC1)NC(C(CCC)C1=CC(=NC=C1)OC)=O 2-(2-Methoxy-pyridin-4-yl)-pentanoic acid (5-bromo-pyrazin-2-yl)-amide